CC1=CC=C(C=C1)S(=O)(=O)[O-].C1=CC=C(C=C1)[I+]C2=CC=CC=C2 diphenyliodonium P-toluenesulfonate